N-ethyl-N-(thiophen-3-ylmethyl)-2-(p-tolyloxy)acetamide C(C)N(C(COC1=CC=C(C=C1)C)=O)CC1=CSC=C1